C(CCCCCCCCCCC)SCCC(OCC(CC(C(=O)[O-])CSCCCCCCCCCCCC)(CC(C(=O)[O-])CSCCCCCCCCCCCC)COC(CCSCCCCCCCCCCCC)=O)=O 2,2-bis{[3-(dodecylthio)-1-oxopropoxy]methyl}propane-1,3-diylbis[3-(dodecylthio) propionate]